(1R,2R)-propylenediamine C([C@@H](C)N)N